C(C1=CC=NC=C1)(=O)N1CC(CCC1)C(=O)N1CCN(CC1)C1=CC=NC2=CC=CC=C12 (1-isonicotinoylpiperidin-3-yl)(4-(quinolin-4-yl)piperazin-1-yl)methanone